(S)-6-(1-amino-1,3-dihydrospiro[indene-2,4'-piperidine]-1'-yl)-3-(1-phenylcyclohexyl)-1,5-dihydro-4H-pyrazolo[3,4-d]pyrimidin-4-one N[C@@H]1C2=CC=CC=C2CC12CCN(CC2)C=2NC(C1=C(N2)NN=C1C1(CCCCC1)C1=CC=CC=C1)=O